N-(t-butyloxycarbonyl)methyl-N-t-butyloxycarbonyl-D,L-leucyl-L-prolyl-{[4-(N'-hydroxyl)amidinophenyl]methyl}amide C(C)(C)(C)OC(=O)CN([C@@H](CC(C)C)C(=O)N1[C@@H](CCC1)C(=O)[N-]CC1=CC=C(C=C1)C(N)=NO)C(=O)OC(C)(C)C |&1:9|